N1=CN=CC2=C1N(C=C2)CC21CC(C2)(C1)C(=O)N1N=CCC1C1=CC(=CC(=C1)F)F (3-((7H-pyrrolo[2,3-d]-pyrimidin-7-yl)methyl)-bicyclo[1.1.1]pentan-1-yl)(5-(3,5-difluorophenyl)-4,5-dihydro-1H-pyrazol-1-yl)-methanone